C(C)(C)C=1SC(=CN1)C1=CC(=NC=C1)N(C(=O)C1CCC(CC1)NC(OC(C)(C)C)=O)CC12CCC(CC1)(CC2)C2=CC(=C(C=C2)OC)C tert-butyl (4-((4-(2-isopropylthiazol-5-yl)pyridin-2-yl)((4-(4-methoxy-3-methylphenyl)bicyclo[2.2.2]octan-1-yl)methyl)carbamoyl)cyclohexyl)trans-carbamate